O[C@@H]1C=2C=CC(=NC2CC[C@H]1[C@@H]1N2C(C3=CC=CC=C13)=CN=C2)C(=O)N (5S,6S)-5-Hydroxy-6-((S)-5H-imidazo[5,1-a]isoindol-5-yl)-5,6,7,8-tetrahydrochinolin-2-carboxamid